(3R,4R)-1-(1-((R)-1-(5-Chloropyridin-2-yl)ethyl)-5,6-difluoro-1H-benzo[d]imidazol-2-yl)-4-fluoropiperidin-3-amin-hydrochlorid Cl.ClC=1C=CC(=NC1)[C@@H](C)N1C(=NC2=C1C=C(C(=C2)F)F)N2C[C@H]([C@@H](CC2)F)N